C(C1=CC=CC=C1)(=O)OC[C@H]1O[C@H]([C@]([C@@H]1OC(C1=CC=CC=C1)=O)(C)F)O ((2R,3R,4R,5R)-3-(Benzoyloxy)-4-fluoro-5-hydroxy-4-methyltetrahydrofuran-2-yl)methyl Benzoate